5-(5-fluoropyridin-2-yl)-3-(6-methyl-4-((tetrahydrofuran-3-yl)methyl)pyridin-2-yl)-1,2,4-oxadiazole FC=1C=CC(=NC1)C1=NC(=NO1)C1=NC(=CC(=C1)CC1COCC1)C